2-(2-bromophenyl)-N-[4-(4-fluoro-1H-pyrazol-1-yl)-3-sulfamoylphenyl]acetamide BrC1=C(C=CC=C1)CC(=O)NC1=CC(=C(C=C1)N1N=CC(=C1)F)S(N)(=O)=O